CO[Si](CCCC(CCCCCN)N)(OC)OC 1-(3-(trimethoxysilyl)propyl)hexane-1,6-diamine